ClC=1C(=NC=CC1)C1=NC(=NC(=N1)NC(C)C)NC1=CC=CC=C1 6-(3-chloropyridin-2-yl)-N2-isopropyl-N4-phenyl-1,3,5-triazine-2,4-diamine